C(C1=CC=CC=C1)C1=C(C(N(C1=O)C1CCC(CC1)C)=O)CC(=O)OCC Ethyl 2-(4-benzyl-1-(4-methylcyclohexyl)-2,5-dioxo-2,5-dihydro-1H-pyrrol-3-yl)acetate